BrC1=C(C2=C(N(N=N2)CC)C=C1)C 5-bromo-1-ethyl-4-methyl-1H-benzo[d][1,2,3]triazole